C(C)(C)(C)OC(=O)N1CC(C1)N1CC2(C1)CCC(CC2)N2CCC(CC2)N2N=C(C=1C2=NC=NC1N)C1=CC=C(C=C1)OC1=CC=CC=C1 3-(7-(4-(4-amino-3-(4-phenoxyphenyl)-1H-pyrazolo[3,4-d]pyrimidin-1-yl)piperidin-1-yl)-2-azaspiro[3.5]non-2-yl)azetidine-1-carboxylic acid tert-butyl ester